C1(=CC=CC=C1)C(=C(C1=CC=C(C=C1)/C=C/C1=[N+](C2=CC=C(C=C2C=C1)N(C)C)C)C1=CC=C(C=C1)/C=C/C1=[N+](C2=CC=C(C=C2C=C1)N(C)C)C)C1=CC=CC=C1 2,2'-((1E,1'E)-((2,2-diphenylethene-1,1-diyl)bis(4,1-phenylene))bis(ethene-2,1-diyl))bis(6-(dimethylamino)-1-methylquinolin-1-ium)